S1C(=NC=C1)N=CC1=CC=C(C=C1)O 4-((thiazol-2-ylimino)methyl)phenol